NC1=CC(=C(C(=N1)C)CNC(=O)C=1SC(=CC1)CC=1C=C2C=C(C=NC2=CC1)Cl)C N-((6-amino-2,4-dimethylpyridin-3-yl)methyl)-5-((3-chloroquinolin-6-yl)methyl)thiophene-2-carboxamide